2-methoxy-1-((2-methylundec-1-en-1-yl)oxy)-4-propylbenzene COC1=C(C=CC(=C1)CCC)OC=C(CCCCCCCCC)C